methyl 4-(hydroxymethyl)pyrazolo[1,5-a]pyridine-3-carboxylate OCC=1C=2N(C=CC1)N=CC2C(=O)OC